(Z)-2,2-difluoro-N-methyl-1-(5-(trifluoromethyl)pyridin-2-yl)ethan-1-imine FC(\C(=N/C)\C1=NC=C(C=C1)C(F)(F)F)F